C(C1=CC=CC=C1)(=O)OC[C@@H]1CC[C@H]2COCCCN21 ((7S,9aS)-hexahydro-1H,3H-pyrrolo[2,1-c][1,4]oxazepin-7-yl)methyl benzoate